4-(4-fluorophenyl)-1-methyl-piperidine-4-carbonitrile FC1=CC=C(C=C1)C1(CCN(CC1)C)C#N